(S)-5-chloro-2-(4,4-difluoropiperidin-1-yl)-N-(4-fluoro-3-(S-methylsulfonimidoyl)phenyl)-4-(trifluoromethyl)benzamide ClC=1C(=CC(=C(C(=O)NC2=CC(=C(C=C2)F)[S@](=O)(=N)C)C1)N1CCC(CC1)(F)F)C(F)(F)F